NC=1C(NC(N(N1)C1=CC(=C(C(=C1)Cl)OC1=NNC(C(=C1)N1CC(C1)(C)C)=O)Cl)=O)=O 6-amino-2-(3,5-dichloro-4-[[5-(3,3-dimethylazetidin-1-yl)-6-oxo-1H-pyridazin-3-yl]oxy]phenyl)-4H-1,2,4-triazine-3,5-dione